CC1=C(OC2=C1C=C(C=C2)S(N(CCC2=CC=CC=C2)CC2=C(C=CC=C2)Br)(=O)=O)C(=O)O 3-Methyl-5-(N-(2-bromobenzyl)-N-phenethylsulfamoyl)benzofuran-2-carboxylic acid